BrC1=CC(=C2C(=NN(C2=C1)CC1CC1)I)F 6-bromo-1-(cyclopropylmethyl)-4-fluoro-3-iodo-indazole